Cl.Cl.NC1=C(C)C=C(C=C1)N 2,5-diaminotoluene dihydrochloride